tert-butyldimethyl(((2R,4R)-4-(methylsulfonyl)pentan-2-yl)oxy)silane C(C)(C)(C)[Si](O[C@H](C)C[C@@H](C)S(=O)(=O)C)(C)C